Rac-(2s,4s,5s)-5-(5-bromo-2-methoxyphenyl)-4-methylpyrrolidine-2,4-dicarboxylic acid 2-ethyl 4-methyl ester COC(=O)[C@]1(C[C@H](N[C@H]1C1=C(C=CC(=C1)Br)OC)C(=O)OCC)C |r|